4-[7-(cyclobutanecarbonyl)imidazo[1,2-a]pyridin-3-yl]-N-cyclopropyl-2-(difluoromethoxy)-6-methoxy-benzamide C1(CCC1)C(=O)C1=CC=2N(C=C1)C(=CN2)C2=CC(=C(C(=O)NC1CC1)C(=C2)OC)OC(F)F